2,6-bis(2,2,3,3,4,4,4-heptafluorobutyl)thieno[2,3,4,5-lmn][3,8]phenanthroline-1,3,5,7(2H,6H)-tetraone FC(CN1C(C2=C3C4=C(C(N(C(C4=CC=C3C1=O)=O)CC(C(C(F)(F)F)(F)F)(F)F)=O)S2)=O)(C(C(F)(F)F)(F)F)F